C[C@@H]1N(CC1)C=1N=C(C2=C(N1)CCC2)C=2C=C(C=CC2)S(=O)(=O)NCC(=O)O (S)-((3-(2-(2-methylazetidin-1-yl)-6,7-dihydro-5H-cyclopenta[d]pyrimidin-4-yl)phenyl)sulfonyl)glycine